P(=O)([O-])([O-])OC1=C(C=C(C=C1CCCC)CCCC)CC1=C(C(=CC(=C1)CCCC)CCCC)O.[Na+].[Na+] sodium 2,2'-methylene-bis(4,6-di-n-butylphenol) phosphate